N-(4-fluorophenyl)-N-(6-hydroxypyridin-3-yl)cyclopropane-1,1-dicarboxamide FC1=CC=C(C=C1)N(C(=O)C1(CC1)C(=O)N)C=1C=NC(=CC1)O